4,6-dimethyl-N1,N3-bis(3-nitro-5-(trifluoromethyl)pyridin-2-yl)benzene-1,3-diamine CC1=C(C=C(C(=C1)C)NC1=NC=C(C=C1[N+](=O)[O-])C(F)(F)F)NC1=NC=C(C=C1[N+](=O)[O-])C(F)(F)F